[Si](C)(C)(C(C)(C)C)O[C@@H]1C[C@H](N(C1)C(=O)OC(C)(C)C)C=1N(C=CN1)CCC1=CC(=CC=C1)C1=C(N=CS1)C tert-butyl (2S,4R)-4-[tert-butyl(dimethyl)silyl]oxy-2-[1-[2-[3-(4-methyl-1,3-thiazol-5-yl)phenyl]ethyl]imidazol-2-yl]pyrrolidine-1-carboxylate